tert-butyl (2-((4-(3-(5-methyl-4,5,6,7-tetrahydropyrazolo[1,5-a]pyrazin-2-yl)phenyl)thiazol-2-yl)amino)-2-oxoethyl)carbamate CN1CC=2N(CC1)N=C(C2)C=2C=C(C=CC2)C=2N=C(SC2)NC(CNC(OC(C)(C)C)=O)=O